C1(CC1)N1N=C2C(=CC=C(C2=C1)N1CCNCC1)C(=O)NC=1C=C(C=2N(C1)C=C(N2)C)F 2-cyclopropyl-N-{8-fluoro-2-methylimidazo[1,2-a]pyridin-6-yl}-4-(piperazin-1-yl)indazole-7-carboxamide